FC1=C(C=CC(=C1)S(=O)(=O)C)C1(C=C(C(=C(N1)NC1=NN(C(=C1)C)C1OCCCC1)OC)C=1C=NN(C1)C)NC 6-(2-fluoro-4-(methylsulfonyl)phenyl)-3-methoxy-N6-methyl-N2-(5-methyl-1-(tetrahydro-2H-pyran-2-yl)-1H-pyrazol-3-yl)-4-(1-methyl-1H-pyrazol-4-yl)pyridine-2,6-diamine